C1O[C@H]2[C@@H](O[C@@]1([C@H]2O)CO)N2C=NC=1C(NOCC3=CC=CC=C3)=NC=NC21 2'-O,4'-C-methylene-N6-benzoxy-adenosine